ClC=1C(=NC(=NC1)NC1=C(C=C2CCN(CC2=C1)C)OC)N1C=C(C2=CC=CC=C12)NS(=O)(=O)C N-(1-(5-chloro-2-((6-methoxy-2-methyl-1,2,3,4-tetrahydroisoquinolin-7-yl)amino)pyrimidin-4-yl)-1H-indol-3-yl)methanesulfonamide